NC1=NC(=C(C(=N1)NCC1CCCC1)C(=O)[O-])C=1OC=CC1 2-amino-4-(cyclopentylmethylamino)-6-(2-furyl)pyrimidine-5-carboxylate